4-(2,4-dioxo-1,2,3,4,8,9,10,11-octahydronaphtho-[1,2-b][1,4]diazepin-5-yl)phenyl 3-bromobenzene-sulfonate BrC=1C=C(C=CC1)S(=O)(=O)OC1=CC=C(C=C1)N1C2=C(NC(CC1=O)=O)C=1CCCCC1C=C2